C1=CC=CC=2C3=CC=CC=C3C(C12)COC(=O)N[C@H](C(=O)O)CCC(N1CCCC1)=O (S)-2-((((9H-fluoren-9-yl)methoxy)carbonyl)amino)-5-oxo-5-(pyrrolidin-1-yl)pentanoic acid